1-(3-((4,6-diamino-2-(7-fluoro-1-(2-fluorobenzyl)-1H-indazol-3-yl)pyrimidin-5-yl)amino)pyrrolidin-1-yl)ethanone NC1=NC(=NC(=C1NC1CN(CC1)C(C)=O)N)C1=NN(C2=C(C=CC=C12)F)CC1=C(C=CC=C1)F